C(C)(C)C=1C(C2=CC=CC=C2C1)C1=C(C=CC=C1)C=1C(C2=CC=CC=C2C1C)C 2-(2-(2-isopropyl-1H-inden-1-yl)phenyl)-1,3-dimethyl-1H-indene